methyl 4-[(1S)-1-{(1r,4S)-4-[(tert-Butoxycarbonyl) amino] cyclohexyl} ethyl]-3,4-dihydro-2H-1,4-benzoxazine-6-carboxylate C(C)(C)(C)OC(=O)NC1CCC(CC1)[C@H](C)N1CCOC2=C1C=C(C=C2)C(=O)OC